4,6-difluoro-1H-benzimidazole FC1=CC(=CC=2NC=NC21)F